Cyclohexadecanon C1(CCCCCCCCCCCCCCC1)=O